C1(=CC=CC=C1)C1=C(C=CC=C1)I phenyl-(iodobenzene)